COC1=C(C=CC(=C1)C)S(=O)(=O)NC1=NOC2=C1C(=C1CCC(C1=C2)N2N=CC=C2)OC 2-methoxy-N-(4-methoxy-7-(1H-pyrazol-1-yl)-6,7-dihydro-5H-indeno[5,6-d]isoxazol-3-yl)-4-methylbenzenesulfonamide